BrC=1C(=C(C=CC1)C1=NN=C(O1)CN1CCC(CC1)CO)C (1-((5-(3-bromo-2-methylphenyl)-1,3,4-oxadiazol-2-yl)methyl)piperidin-4-yl)methanol